BrC=1C=C2C(=CC1)C(N(CC21CC1)CC(=O)NC1=NN2C(C=C(C=C2)C(F)(F)F)=N1)=O 2-(6-bromo-1-oxospiro[3H-isoquinoline-4,1'-cyclopropane]-2-yl)-N-[7-(trifluoromethyl)-[1,2,4]triazolo[1,5-a]pyridin-2-yl]acetamide